N-(3-(imidazo[4,5-d]pyrrolo[2,3-b]pyridin-1(6H)-yl)bicyclo[1.1.1]pentan-1-yl)-3-methoxyazetidine-1-carboxamide N1(C=NC=2C1=C1C(=NC2)NC=C1)C12CC(C1)(C2)NC(=O)N2CC(C2)OC